(4R,11S)-4,11-bis(mercaptomethyl)-3,6,9,12-tetrathiatetradecane-1,14-dithiol SC[C@@H](SCCS)CSCCSC[C@@H](SCCS)CS